N-[1-pyridin-4-ylethyl]-5-[5-(trifluoromethyl)-1,2,4-oxadiazol-3-yl]pyrimidin-2-amine N1=CC=C(C=C1)C(C)NC1=NC=C(C=N1)C1=NOC(=N1)C(F)(F)F